NC1=NC=CC(=C1Cl)OC1=C(C=C(C=C1)NC(=O)C=1C(N(N(C1C)C)C1=CC=CC=C1)=O)F N-(4-((2-amino-3-chloropyridin-4-yl)oxy)-3-fluorophenyl)-1,5-dimethyl-3-keto-2-phenyl-2,3-dihydro-1H-pyrazole-4-carboxamide